CC=1C(=C(C=C(C1)O)O)[C@@H]1C=C(CC[C@H]1C(=C)C)C 5-Methyl-4-[(1R,6R)-3-methyl-6-(1-methylethenyl)-2-cyclohexen-1-yl]-1,3-benzenediol